4-(4-((1-(hydroxymethyl)cyclobutyl)amino)-5-oxo-6,7-dihydrothieno[3,2-d]pyrimidin-2-yl)-piperidine-1-carboxylic acid tert-butyl ester C(C)(C)(C)OC(=O)N1CCC(CC1)C=1N=C(C2=C(N1)CCS2=O)NC2(CCC2)CO